di-methylfuran CC1=C(OC=C1)C